Methyl (Z,Z,Z)-11,14,17-eicosatrienoate C(CCCCCCCCC\C=C/C\C=C/C\C=C/CC)(=O)OC